C12CNCC(CC1)N2C2=NN1C(CN(CC1)C(CC1CCCC1)=O)=C2 1-(2-(3,8-diazabicyclo[3.2.1]octan-8-yl)-6,7-dihydropyrazolo[1,5-a]pyrazin-5(4H)-yl)-2-cyclopentylethan-1-one